5-(4-(1,1-difluorospiro[2.5]oct-6-yl)phenoxy)-1-(4-methoxybenzyl)-1H-1,2,3-triazole-4-carboxylic acid methyl ester COC(=O)C=1N=NN(C1OC1=CC=C(C=C1)C1CCC2(CC2(F)F)CC1)CC1=CC=C(C=C1)OC